ClC1=CC2=C(N(C=CN2C)C2C(CNCC2)(C)C)N=C1 7-chloro-4-(3,3-dimethylpiperidin-4-yl)-1-methyl-1,4-dihydropyrido[2,3-b]Pyrazine